8-fluoro-2-(4-(methylsulfonyl)phenyl)imidazo[1,2-a]pyridine FC=1C=2N(C=CC1)C=C(N2)C2=CC=C(C=C2)S(=O)(=O)C